[1,2,4]triazolo[1,2-a]pyridazine-1,3(2H)-dione hydrochloride Cl.C1(NC(N2N1C=CC=C2)=O)=O